ClC=1N=CC2=C(N1)N(C=C2)CC2=CC=C(C=C2)C=2N(C=C(N2)C(F)(F)F)C 2-[4-([2-chloro-7H-pyrrolo[2,3-d]pyrimidin-7-yl]methyl)phenyl]-1-methyl-4-(trifluoromethyl)-1H-imidazole